C[C@H]([C@@H](C(=O)N[C@@H](CO)C(=O)O)NC(=O)[C@H](CC(C)C)N)O The molecule is a tripeptide composed of L-leucine, L-threonine and L-serine joined in sequence by peptide linkages. It has a role as a metabolite. It derives from a L-leucine, a L-threonine and a L-serine.